C1=CC=CC=2C3=CC=CC=C3N(C12)C=1C=C(C=CC1)C1=CC=C(C=C1)N(C=1C=C(C(=CC1)C1=CC=CC=C1)C1=CC=CC=C1)C1=CC=C(C=C1)C1=CC=C(C=C1)C1=CC=CC=C1 N-(3'-(9H-carbazol-9-yl)-[1,1'-biphenyl]-4-yl)-N-([1,1':4',1''-terphenyl]-4-yl)-[1,1':2',1''-terphenyl]-4'-amine